3-(5-bromo-2-chloropyrimidin-4-yl)-1H-indole BrC=1C(=NC(=NC1)Cl)C1=CNC2=CC=CC=C12